6-methylfuro[2,3-d]pyrimidin-4(3H)-one CC1=CC2=C(N=CNC2=O)O1